2-((4-fluorophenyl)(piperazin-1-yl)methyl)phenol FC1=CC=C(C=C1)C(C1=C(C=CC=C1)O)N1CCNCC1